NCC1=C(C=CC=C1)C1=NOC(N1)=O 3-[2-(aminomethyl)phenyl]-4H-1,2,4-oxadiazol-5-one